C(CCCCCCCCCCCCCCC)CCOCCO 2-(2-(hexadecyl)ethoxy)ethanol